((piperazine-1,4-diylbis(ethane-2,1-diyl))bis(azanetriyl))tetrakis(hexane-6,1-diyl)tetrakis(2-butyloctanoate) N1(CCN(CC1)CCN(CCCCCCC(C(=O)[O-])(CCCCCC)CCCC)CCCCCCC(C(=O)[O-])(CCCCCC)CCCC)CCN(CCCCCCC(C(=O)[O-])(CCCCCC)CCCC)CCCCCCC(C(=O)[O-])(CCCCCC)CCCC